(E)-[(1S)-1-(4-methylphenyl)ethyl]azetidine lithium aluminium carbonate hydroxide [OH-].C([O-])([O-])=O.[Al+3].[Li+].CC1=CC=C(C=C1)[C@H](C)N1CCC1